COC(C(COS(=O)(=O)C)(C)C)=O 2,2-dimethyl-3-((methylsulfonyl)oxy)propanoic acid methyl ester